CN1N=NC2=C1C=C(C=C2)C=2C=CN1N=C(N=CC12)NC1CC(C1)O 3-((5-(1-methyl-1H-benzo[d][1,2,3]triazol-6-yl)pyrrolo[2,1-f][1,2,4]triazin-2-yl)amino)cyclobutan-1-ol